5-(2-morpholinylethoxy)pyridine N1(CCOCC1)CCOC=1C=CC=NC1